1-(cyclohexyl-(methylcarbamoyl)-1H-imidazol-4-yl)pyridine 1-oxide C1(CCCCC1)C=1N(C=C(N1)[N+]1(CC=CC=C1)[O-])C(NC)=O